C(C)OC(=O)C=1N(C=CC1)NCC1=C(C=C(C=C1)Cl)C1N(CCC1)C(=O)OC(C)(C)C ((2-(1-(tert-butyloxycarbonyl)pyrrolidin-2-yl)-4-chlorobenzyl)amino)-1H-pyrrole-2-carboxylic acid ethyl ester